3-(2,6-dimethyl-4-(4,4,5,5-tetramethyl-1,3,2-dioxaborolan-2-yl)phenyl)oxetan-3-ol CC1=C(C(=CC(=C1)B1OC(C(O1)(C)C)(C)C)C)C1(COC1)O